COC=1C=C2C(=CC=NC2=CC1OC)OC1=C(C=C(C=N1)N)F 6-((6,7-Dimethoxyquinolin-4-yl)oxy)-5-fluoropyridin-3-amine